C(#N)C1=C(C=C(C=N1)N1C(N(C(C1=O)(C)C)C1=CC(=C(OCCC2CCN(CC2)[C@@H](C(=O)OC)C)C=C1)CC)=S)C(F)(F)F (R)-Methyl 2-(4-(2-(4-(3-(6-cyano-5-(trifluoromethyl)pyridin-3-yl)-5,5-dimethyl-4-oxo-2-thioxoimidazolidin-1-yl)-2-ethylphenoxy)ethyl)piperidin-1-yl)propanoate